(S)-tert-Butyl ((5-(2-chloro-3'-(3-formyl-4-oxo-4H-pyrido[1,2-a]pyrimidin-8-yl)-2'-methyl-[1,1'-biphenyl]-3-yl)-3-methoxypyrazin-2-yl)methyl)((5-oxopyrrolidin-2-yl) methyl)carbamate ClC1=C(C=CC=C1C=1N=C(C(=NC1)CN(C(OC(C)(C)C)=O)C[C@H]1NC(CC1)=O)OC)C1=C(C(=CC=C1)C1=CC=2N(C(C(=CN2)C=O)=O)C=C1)C